C(C)OC(C)OCC C1,1-diethoxyethane